Ethyl (1S,2S)-2-(4-{5-ethyl-7-[(1R)-1-methyl-1,2,3,4-tetrahydroisoquinoline-2-carbonyl]indolizin-2-yl}-3-fluorophenyl)cyclopropane-1-carboxylate C(C)C=1N2C=C(C=C2C=C(C1)C(=O)N1[C@@H](C2=CC=CC=C2CC1)C)C1=C(C=C(C=C1)[C@@H]1[C@H](C1)C(=O)OCC)F